5-bromo-3-methyl-1,2-thiazole-4-carboxylic acid BrC1=C(C(=NS1)C)C(=O)O